C[Si](C)(C)C#CC1=C(OC2CCN2C2(CN=CC=C2)C=2C=CC=3N(C2)N=CC3C#N)C=CC=C1 6-(3-(4-(((trimethylsilyl)ethynyl)phenoxy)azetidin-1-yl)pyridin-3-yl)pyrazolo[1,5-a]pyridine-3-carbonitrile